(S)-3-(4,4-difluoropiperidin-1-yl)-3-(4-hydroxyphenyl)-7-(trifluoromethyl)indol-2-one FC1(CCN(CC1)[C@@]1(C(NC2=C(C=CC=C12)C(F)(F)F)=O)C1=CC=C(C=C1)O)F